[Al+3].C(C)C(C(=O)[O-])CCCC.C(C)C(C(=O)[O-])CCCC.C(C)C(C(=O)[O-])CCCC tri(2-ethylhexanoate) aluminum